Bromo[4-(trifluoromethyl)phenyl]magnesium Br[Mg]C1=CC=C(C=C1)C(F)(F)F